tert-Butyl 7-[8-(tert-butoxycarbonylamino)-3-[[(cis)-3-cyanocyclopentyl]carbamoylamino]-7-fluoro-6-isoquinolyl]-8-methyl-2,3-dihydropyrido[2,3-b][1,4]oxazine-1-carboxylate C(C)(C)(C)OC(=O)NC=1C(=C(C=C2C=C(N=CC12)NC(N[C@@H]1C[C@@H](CC1)C#N)=O)C1=C(C2=C(OCCN2C(=O)OC(C)(C)C)N=C1)C)F